4-(2,6-dichloro-4-iodophenoxy)-5,6,7,8-tetrahydrophthalazin-1(2H)-one ClC1=C(OC2=NNC(C=3CCCCC23)=O)C(=CC(=C1)I)Cl